The molecule is a member of the class of pradimicins that is isolated from the cultured broth of Actinomadura hibisca No. P157-2 (ATCC 53557). It is an aromatic ether, a disaccharide derivative, a polyphenol, a secondary alcohol, a polyketide, a pradimicin and a L-alanine derivative. It derives from a D-alanine. C[C@@H]1[C@@H]([C@@H]([C@H]([C@@H](O1)O[C@@H]2[C@H](C3=CC4=C(C(=C3C5=C2C=C(C(=C5O)C(=O)N[C@H](C)C(=O)O)C)O)C(=O)C6=C(C4=O)C(=CC(=C6)OC)O)O)O)O[C@H]7[C@@H]([C@H]([C@@H](CO7)O)O)O)N